C(C)(=O)OCCN(CCOC(C)=O)CCC(=O)OCC(=O)OC N,N-Bis(2-acetoxyethyl)-2-[(methoxycarbonyl)methoxycarbonyl]ethylamine